COC1=CC=C2C(=CC(OC2=C1)=O)CCl 7-methoxy-4-chloromethyl-Coumarin